methyl (S)-5-(3-cyclopropyl-1-(2-hydroxy-3-methoxypropyl)-1H-pyrazol-4-yl)pyrazolo[1,5-a]pyridine-3-carboxylate C1(CC1)C1=NN(C=C1C1=CC=2N(C=C1)N=CC2C(=O)OC)C[C@@H](COC)O